C(C1=CC=CC=C1)OC(=O)N1CCC(C(=C1)C=1C=NN(C1)CC1=CC=CC=C1)=O 5-(1-Benzylpyrazol-4-yl)-4-oxo-2,3-dihydropyridine-1-carboxylic acid benzyl ester